BrC1=NC(=CC=C1)CO[Si](C)(C)C(C)(C)C 2-bromo-6-(((tert-butyldimethylsilyl)oxy)Methyl)pyridine